Butyl 2-({[4-(dimethylamino)butanoyl]oxy}methyl)-3-[(3-pentyloctanoyl)oxy]-2-{[(3-pentyloctanoyl)oxy]methyl}propyl hexanedioate C(CCCCC(=O)OCC(COC(CC(CCCCC)CCCCC)=O)(COC(CC(CCCCC)CCCCC)=O)COC(CCCN(C)C)=O)(=O)OCCCC